CN(CCOC=1C=CC(=C(C(=O)N[C@H](C)C2=CC(=CC(=C2)C=2SC=CN2)C=2C=NN(C2)C)C1)C)C (R)-5-(2-(dimethylamino)ethoxy)-2-methyl-N-(1-(3-(1-methyl-1H-pyrazol-4-yl)-5-(thiazol-2-yl)phenyl)ethyl)benzamide